4-amino-4'-hydroxybiphenyl sulfide NC1=CC2C(C=C1)(C1=CC=C(C=C1)O)S2